Dibenzyl 5-((diethoxyphosphoryl)methyl)-1H-indole-1,2-dicarboxylate C(C)OP(=O)(OCC)CC=1C=C2C=C(N(C2=CC1)C(=O)OCC1=CC=CC=C1)C(=O)OCC1=CC=CC=C1